5-((2,4-dimethoxybenzyl)(methyl)amino)-1-(4-(methoxy-d3)phenyl)-3-(2-methyl-2H-indazol-5-yl)-7-((2,2,2-trifluoroethyl)amino)-3,4-dihydropyrimido[4,5-d]pyrimidin-2(1H)-one COC1=C(CN(C2=C3C(=NC(=N2)NCC(F)(F)F)N(C(N(C3)C3=CC2=CN(N=C2C=C3)C)=O)C3=CC=C(C=C3)OC([2H])([2H])[2H])C)C=CC(=C1)OC